NC1=C(C(=O)N)C=C(C=N1)C=1C=NN(C1)C 2-amino-5-(1-methyl-1H-pyrazol-4-yl)nicotinamide